6-bromo-N-({7-methylimidazo[1,2-a]pyridin-2-yl}methyl)-1H-indazole-4-carboxamide BrC=1C=C(C=2C=NNC2C1)C(=O)NCC=1N=C2N(C=CC(=C2)C)C1